C[SiH](C)CCC[N+](CCOCCOCCC(=O)[O-])(CCCS(=O)(=O)[O-])CCCS(=O)(=O)[O-] 2-methyl-6,6-bis(3-sulfonatopropyl)-9,12-dioxa-6-aza-2-silapentadecan-6-ium-15-oate